ClC=1C=CC=2N(C1)C(=C(N2)CC)C(=O)NCC2=CC=C(C=C2)S(F)(F)(F)(F)F 6-chloro-2-ethyl-N-(4-(pentafluoro-λ6-sulfanyl)benzyl)imidazo[1,2-a]pyridine-3-carboxamide